5-(3-(3-(4-(1-(4-hydroxyphenyl)-2-phenylbut-1-en-1-yl)phenoxy)propoxy)-1-oxoisoindolin-2-yl)piperidine-2,6-dione OC1=CC=C(C=C1)C(=C(CC)C1=CC=CC=C1)C1=CC=C(OCCCOC2N(C(C3=CC=CC=C23)=O)C2CCC(NC2=O)=O)C=C1